CC=1N=C(C2=C(N1)N=CC(=C2)C=2CN(CC2)C(C)=O)N[C@H](C)C2=C(C(=CC=C2)C(F)(F)F)C 1-{3-[2-methyl-4-({(1R)-1-[2-methyl-3-(trifluoromethyl)phenyl]ethyl}amino)pyrido[2,3-d]pyrimidin-6-yl]-2,5-dihydro-1H-pyrrol-1-yl}ethan-1-one